2-(6-bromopyridin-3-yl)-1,1,1-trifluoropropan-2-ol BrC1=CC=C(C=N1)C(C(F)(F)F)(C)O